N6-[(4-iodothien-3-yl)methyl]adenosine IC=1C(=CSC1)CNC=1C=2N=CN([C@H]3[C@H](O)[C@H](O)[C@@H](CO)O3)C2N=CN1